(1R,2R,3S)-N-(7-chloro-6-(1-((3R,4R)-4-hydroxy-3-methyltetrahydrofuran-3-yl)piperidin-4-yl)isoquinolin-3-yl)-2-methyl-3-(pyridin-2-yl)cyclopropane-1-carboxamide ClC1=C(C=C2C=C(N=CC2=C1)NC(=O)[C@@H]1[C@@H]([C@@H]1C1=NC=CC=C1)C)C1CCN(CC1)[C@@]1(COC[C@@H]1O)C